nickel manganese bis(dithiolene) S1SC=CC1.S1SC=CC1.[Mn].[Ni]